CN1C(N(C2=C1C(=CC=C2)N2CCC1(CCN(CC1)C(=O)OC(C)(C)C)CC2)COCC[Si](C)(C)C)=O tert-butyl 9-[3-methyl-2-oxo-1-(2-trimethylsilylethoxymethyl)benzimidazol-4-yl]-3,9-diazaspiro[5.5]undecane-3-carboxylate